OC(C(C)C=1C(C(CC1)CC1OCC(O1)CC=O)(C)C)(C)C 2-(2-{[3-(3-hydroxy-3-methylbutan-2-yl)-2,2-dimethylcyclopent-3-en-1-yl]methyl}-1,3-dioxolan-4-yl)acetaldehyde